rac-Boc-alanine C(=O)(OC(C)(C)C)N[C@@H](C)C(=O)O |r|